ethylpregna-1,4-diene-3,20-dione C(C)CC([C@H]1CC[C@H]2[C@@H]3CCC4=CC(C=C[C@]4(C)[C@H]3CC[C@]12C)=O)=O